(R)-N-(3-(7-METHYL-1H-INDAZOL-5-YL)-1-(4-(1-METHYLPIPERIDIN-4-YL)PIPERAZIN-1-YL)-1-OXOPROPAN-2-YL)-4-(2-OXO-1,2-DIHYDROQUINOLIN-3-YL)PIPERIDINE-1-CARBOXAMIDE CC=1C=C(C=C2C=NNC12)C[C@H](C(=O)N1CCN(CC1)C1CCN(CC1)C)NC(=O)N1CCC(CC1)C=1C(NC2=CC=CC=C2C1)=O